IC=1C=CC(=NC1C)N 5-iodo-6-methylpyridin-2-amine